Methyl (S)-2-amino-3-(2,6-dibromophenyl)propanoate N[C@H](C(=O)OC)CC1=C(C=CC=C1Br)Br